(R/S)-methyl[2-(methylamino)ethyl]([4-[(5S,8S)-3,3-dimethyl-1-oxaspiro[4.5]decan-8-yl]-1H-pyrazol-3-yl]methyl)amine trifluoroacetic acid salt FC(C(=O)O)(F)F.CN(CC1=NNC=C1C1CCC2(CC(CO2)(C)C)CC1)CCNC